3,5-diphenyl-bromobenzene C1(=CC=CC=C1)C=1C=C(C=C(C1)C1=CC=CC=C1)Br